4-(methoxymethyl)-2-(2-methyl-5-nitrophenyl)-2H-1,2,3-triazole COCC1=NN(N=C1)C1=C(C=CC(=C1)[N+](=O)[O-])C